C1=NC=C(C2=CC=CC=C12)C1=NC2=CC=C3C(=C2C=2CCCCC12)C=NN3 7-(isoquinolin-4-yl)-8,9,10,11-tetrahydro-3H-pyrazolo[4,3-a]phenanthridine